COCC1=NC=NO1 5-(methoxymethyl)-1,2,4-oxadiazole